O.[Na+].ON=NC1(CC=CC=C1)S(=O)(=O)[O-] 4-hydroxyazobenzene-4-sulfonate sodium hydrate